C[C@@H]1COC[C@H](N1CCNC(C1=CN=C(C(=C1)NC1=NN(C2=NC(=NC=C21)NC=2C=NN(C2)C)C)C)=O)C N-(2-(trans-3,5-dimethylmorpholino)ethyl)-6-methyl-5-((1-methyl-6-((1-methyl-1H-pyrazol-4-yl)amino)-1H-pyrazolo[3,4-d]pyrimidin-3-yl)amino)nicotinamide